C(CCCCCCCCCCC)(=O)OCCCC=O 4-oxobutyl dodecanoate